C1(CCCCC1)N(C(=O)C=1C(=C(C(=CC1CCCCC)O)C1CCCC(=C1)C)O)C N-cyclohexyl-2,6-dihydroxy-N,5'-dimethyl-4-pentyl-1',2',3',4'-tetrahydro-[1,1'-biphenyl]-3-carboxamide